3-fluoro-N-(2-fluoro-3-(3-(2-methoxyethoxy)quinoxaline-6-carbonyl)phenyl)benzamide FC=1C=C(C(=O)NC2=C(C(=CC=C2)C(=O)C=2C=C3N=C(C=NC3=CC2)OCCOC)F)C=CC1